BrC1=CC(=C(OC[C@H](CC(C)C)NC(OC(C)(C)C)=O)C=C1)C1=CC=NO1 (S)-tert-butyl (1-(4-bromo-2-(isoxazol-5-yl)phenoxy)-4-methylpentan-2-yl)carbamate